(3-chloro-5-(trifluoromethyl)pyridin-2-yl)-N-(2,4-dichlorophenyl)-1,2,4-oxadiazole-5-carboxamide ClC=1C(=NC=C(C1)C(F)(F)F)C1=NOC(=N1)C(=O)NC1=C(C=C(C=C1)Cl)Cl